N1C=CC2=CC=CC(=C12)N 1H-indole-7-Amine